N-(3-cyanooxetan-3-yl)-N,2-dimethyl-5-((4-methylthiazol-5-yl)methoxy)benzofuran-3-carboxamide C(#N)C1(COC1)N(C(=O)C1=C(OC2=C1C=C(C=C2)OCC2=C(N=CS2)C)C)C